1-(4-chloro-2-fluorobenzyl)-4-methyl-1H-pyrazole-3-carboxylic acid ethyl ester C(C)OC(=O)C1=NN(C=C1C)CC1=C(C=C(C=C1)Cl)F